BrC1=CC=C(C=C1)N1C[C@@H]2COCCCN2CC1 (R)-2-(4-bromophenyl)octahydro-6H-pyrazino[2,1-c][1,4]oxazepine